C(C1=CC=CC=C1)COC1=C(C=C(C(=O)OC)C=C1O)O methyl 4-benzylmethoxy-3,5-dihydroxybenzoate